ClC1=CC(=C(C=N1)C=1N=CC(=NC1)C(C)(C)O)F 2-(5-(6-Chloro-4-fluoropyridin-3-yl)pyrazin-2-yl)propan-2-ol